C(\C=C/C(=O)O)(=O)O.N1(CCNCC1)C(=O)OC1CCC2(C3CCC4(C(CCC4C3CCC2C1)C=1C=CC(OC1)=O)C)C 10,13-dimethyl-17-(2-oxo-2H-pyran-5-yl)hexadecahydro-1H-cyclopenta[a]phenanthren-3-yl piperazine-1-carboxylate maleate